((4aR,8aS)-6-((3,4-difluorophenyl)sulfonyl)-1-(4-fluorophenyl)-4,4a,5,6,7,8,8a,9-octahydro-1H-pyrazolo[3,4-g]isoquinolin-4a-yl)(pyridin-2-yl)methanone FC=1C=C(C=CC1F)S(=O)(=O)N1C[C@]2(CC3=C(C[C@@H]2CC1)N(N=C3)C3=CC=C(C=C3)F)C(=O)C3=NC=CC=C3